{[4-(1,1-dioxothian-4-yl)phenyl]amino}-N-[(4-chlorophenyl)methyl]carboxamide O=S1(CCC(CC1)C1=CC=C(C=C1)NC(=O)NCC1=CC=C(C=C1)Cl)=O